bisamidylsilane [NH-][SiH2][NH-]